OC=1C(=C(C=CC1C(=O)O)C1=CCC(C=C1)(C1=CC=CC=C1)C(=O)O)O dihydroxy-p-terphenyl-4,4'-dicarboxylic acid